BrC(CS(=O)(=O)C1=CC=CC=C1)C1=CC2=CC=CC=C2C=C1 2-(1-bromo-2-(phenylsulfonyl)ethyl)naphthalene